N-((S)-1-(5-(2-methoxyquinolin-3-yl)-1,3,4-oxadiazol-2-yl)-7-oxononyl)-7-oxo-2,6-diazaspiro[3.4]octane-5-carboxamide COC1=NC2=CC=CC=C2C=C1C1=NN=C(O1)[C@H](CCCCCC(CC)=O)NC(=O)C1C2(CNC2)CC(N1)=O